(E)-1-(2-(cyclopentylamino)-4-methylthiazol-5-yl)-3-(dimethylamino)-2-fluoroprop-2-en-1-one C1(CCCC1)NC=1SC(=C(N1)C)C(/C(=C\N(C)C)/F)=O